C(C1=CC=CC=C1)OC1=C(N(C=CC1=O)C[C@H](O)C1=C(C=CC=C1)OC)C (R)-3-(benzyloxy)-1-(2-(2-methoxyphenyl)-2-hydroxyethyl)-2-methylpyridin-4(1H)-one